FC1=C(C(CN2N=CN=C2)(CN2N=CN=C2)O)C=CC(=C1)F 2,4-difluoro-α,α-bis(1H-1,2,4-triazole-1-ylmethyl)benzyl alcohol